6-[4-[3-[2-(5-Hydroxypyridin-3-yl)ethynyl]-5-(trifluoromethyl)benzoyl]piperazin-1-yl]-N-methylsulfonylpyridazine-3-carboxamide OC=1C=C(C=NC1)C#CC=1C=C(C(=O)N2CCN(CC2)C2=CC=C(N=N2)C(=O)NS(=O)(=O)C)C=C(C1)C(F)(F)F